2-((1S,2S)-2-(4-(difluoromethoxy)phenyl)cyclopropyl)-4,4,5,5-tetramethyl-1,3,2-dioxaborolane FC(OC1=CC=C(C=C1)[C@@H]1[C@H](C1)B1OC(C(O1)(C)C)(C)C)F